FC1=CC=C(C=C1)C1CC(C(C1)N1C[C@@H](CCC1)NC(OC(C)(C)C)=O)O trans-tert-butyl (3R)-1-(4-(4-fluorophenyl)-2-hydroxycyclopentyl)piperidin-3-ylcarbamate